3,4,5-tris(dodecyloxy)benzyl cyanide C(CCCCCCCCCCC)OC=1C=C(CC#N)C=C(C1OCCCCCCCCCCCC)OCCCCCCCCCCCC